C(C)N(C=NC1=C(C=C(C(=C1)C)C1(COC1)OCC1=CC(=C(C=C1)F)C)F)C N-ethyl-N'-(2-fluoro-4-(3-((4-fluoro-3-methylbenzyl)oxy)oxetan-3-yl)-5-methylphenyl)-N-methylformimidamide